7-(2,4-difluorophenyl)-8-((2-hydroxyethyl)thio)-6-(trifluoromethyl)quinazoline-2,4(1H,3H)-dione FC1=C(C=CC(=C1)F)C1=C(C=C2C(NC(NC2=C1SCCO)=O)=O)C(F)(F)F